2,5-dihydro-1,3-oxazepin O1CN=CCC=C1